N(=[N+]=[N-])C1(CCC1)C1=C(C=C(C=C1)OCOC)OCOC 1-(1-azidocyclobutyl)-2,4-bis(methoxymethoxy)benzene